OCCNC(C1=CC=C(C=C1)C=1N=CC=2N(C1)C(=CN2)C2=CC=C(C=C2)OC2=CC=CC=C2)=O N-(2-hydroxyethyl)-4-[3-(4-phenoxyphenyl)imidazo[1,2-a]pyrazin-6-yl]benzamide